Cl.NC(CO)(CO)CO 2-Amino-2-(hydroxymethyl)-1,3-propandiol HCl